CC(C#N)(C)N1N=C(C(=C1)NC1=NC=C(C(=N1)NC)C(F)(F)F)C 2-methyl-2-[3-methyl-4-[[4-(methylamino)-5-(trifluoromethyl)pyrimidin-2-yl]amino]pyrazol-1-yl]propanenitrile